N-(5-chloro-4-(3-(methylsulfonyl)-1H-indol-1-yl)pyrimidin-2-yl)-6-methoxy-2-methyl-1,2,3,4-tetrahydroisoquinolin-7-amine ClC=1C(=NC(=NC1)NC1=C(C=C2CCN(CC2=C1)C)OC)N1C=C(C2=CC=CC=C12)S(=O)(=O)C